3-(((2R,5S)-5-(4-Chlorobenzyl)-4-(4-(1,5-dimethyl-1H-pyrazol-3-yl)cyclohexyl)morpholin-2-yl)methyl)-1-methylImidazolidine-2,4-dion ClC1=CC=C(C[C@H]2CO[C@H](CN2C2CCC(CC2)C2=NN(C(=C2)C)C)CN2C(N(CC2=O)C)=O)C=C1